1-(ethylsulfanyl)-2-methyl-5-nitroimidazole C(C)SN1C(=NC=C1[N+](=O)[O-])C